((3aS,4R,6R,6aR)-6-(4-(bis(tert-butoxycarbonyl)amino)-5-ethynyl-7H-pyrrolo[2,3-d]Pyrimidin-7-yl)-2,2-dimethyltetrahydrothieno[3,4-d][1,3]dioxol-4-yl)methyl isonicotinate C(C1=CC=NC=C1)(=O)OC[C@H]1S[C@H]([C@@H]2OC(O[C@@H]21)(C)C)N2C=C(C1=C2N=CN=C1N(C(=O)OC(C)(C)C)C(=O)OC(C)(C)C)C#C